O[C@@]12CCC([C@H]3[C@]14C=1C(=C(C=CC1C[C@H]2N(CC4)C)OC)O3)=O (5R,9R,13S,14S)-4,5α-epoxy-14-hydroxy-3-methoxy-17-methylmorphinan-6-one